tert-butyl (2R,5S)-4-(7-bromo-2-chloro-8-fluoro-6-(trifluoromethyl)quinazolin-4-yl)-2,5-dimethylpiperazine-1-carboxylate BrC1=C(C=C2C(=NC(=NC2=C1F)Cl)N1C[C@H](N(C[C@@H]1C)C(=O)OC(C)(C)C)C)C(F)(F)F